NC1(CCC1)C1=CC=C(CN2C(NC(C3=C2C=CN3)=O)=C=S)C=C1 1-(4-(1-Aminocyclobutyl)benzyl)-2-thiocarbonyl-1,2,3,5-tetrahydro-4H-pyrrolo[3,2-d]pyrimidin-4-one